tetrastyrene pyridine salt N1=CC=CC=C1.C=CC1=CC=CC=C1.C=CC1=CC=CC=C1.C=CC1=CC=CC=C1.C=CC1=CC=CC=C1